C(C(=C)C)(=O)O.C(C(=C)C)(=O)O.C1(CCCCCCCCCCC1)(CO)CO.C1(CCCCCCCCCCC1)(CO)CO.C1(CCCCCCCCCCC1)(CO)CO tricyclododecanedimethanol dimethacrylate